(S*)-N5-((1R,5S,6r)-3-oxabicyclo[3.1.0]hexan-6-yl)-3-ethyl-N7-methyl-3-phenyl-2,3-dihydrobenzofuran-5,7-dicarboxamide [C@H]12COC[C@@H]2C1NC(=O)C=1C=C(C2=C([C@@](CO2)(C2=CC=CC=C2)CC)C1)C(=O)NC |o1:14|